C1(CCC1)N1CCC(CC1)OC1=CC=C(C=C1)NC(=O)NCCN1[C@@H](CCC1)C (R)-1-(4-((1-cyclobutylpiperidin-4-yl)oxy)phenyl)-3-(2-(2-methylpyrrolidin-1-yl)ethyl)urea